C1(CC1)[C@H](C(C)(C)O)N1C(C2=C(C=CC=C2C1)CCC1=C2C(=NC=C1C)OCO2)=O (R)-2-(1-Cyclopropyl-2-hydroxy-2-methylpropyl)-7-(2-(6-methyl-[1,3]dioxolo[4,5-b]pyridin-7-yl)ethyl)isoindolin-1-one